COC=1C=C(CNC2=NC=CC(=C2)C=2C=C3C(=NNC3=CC2)N)C=CC1 5-(2-((3-Methoxybenzyl)-amino)pyridin-4-yl)-1H-indazol-3-amine